2',4'-dimethoxy-4-hydroxychalcone COC1=C(C(/C=C/C2=CC=C(C=C2)O)=O)C=CC(=C1)OC